(2-fluoro-6-methoxyphenyl)-2-methylpyrazolo[1,5-a]quinazoline FC1=C(C(=CC=C1)OC)C=1C(=NN2C1N=CC1=CC=CC=C21)C